ClC=1C=CC(=C(C1)C1=CC(=C(N=N1)OCC1CN(C1)C)NC1=CC(=NC=C1)NC(=O)C1CC1)F N-(4-{[6-(5-chloro-2-fluorophenyl)-3-[(1-methylazetidin-3-yl)methoxy]pyridazin-4-yl]amino}pyridin-2-yl)cyclopropanecarboxamide